1-methyl-2-oxo-3-prop-2-ynyl-pyrrolidine CN1C(C(CC1)CC#C)=O